COC1=C(C(=CC=2N(C(=NC21)C)C)C(F)(F)F)C2=CC=CN1C(=CC=C21)C(=O)C2=CC(=C(C(=C2)F)F)F [8-[4-methoxy-1,2-dimethyl-6-(trifluoromethyl)benzimidazol-5-yl]indolizin-3-yl]-(3,4,5-trifluorophenyl)methanone